N-[2-[2-(dimethylamino)ethoxy]ethyl]-N-methyl-1,3-propanediamin CN(CCOCCN(CCCN)C)C